benzyl 2-(3-methyl-7-morpholino-3H-imidazo[4,5-b]pyridin-5-yl)hydrazinecarboxylate CN1C=NC=2C1=NC(=CC2N2CCOCC2)NNC(=O)OCC2=CC=CC=C2